C1(=CC=CC=C1)N1CCC(CC1)C1=CC=CC=C1 1,4-diphenylpiperidine